((4R,5R)-5-((3,4-dihydroisoquinolin-2(1H)-yl)methyl)-2,2-dimethyl-1,3-dioxolan-4-yl)methanol C1N(CCC2=CC=CC=C12)C[C@@H]1[C@H](OC(O1)(C)C)CO